FC=1C=C2C(=NC(=NC2=CC1F)NN)N(C)C1=CC(=CC=C1)F 6,7-difluoro-N-(3-fluorophenyl)-2-hydrazineyl-N-methylquinazolin-4-amine